5-((4-bromo-2-chlorophenyl)amino)-4-fluoro-1-methyl-1H-benzo[d]imidazole-6-carboxylic acid BrC1=CC(=C(C=C1)NC1=C(C2=C(N(C=N2)C)C=C1C(=O)O)F)Cl